methyl 1-(6-oxo-1,6-dihydropyridin-3-yl)-1H-pyrazole-3-carboxylate O=C1C=CC(=CN1)N1N=C(C=C1)C(=O)OC